6-((dimethylamino)methyl)phenol CN(C)CC1=CC=CC=C1O